OC1CCC2C3(CCC4(C(CCC4(C3C(C=C2C1(C)C)O)C)C(C)CC(C=C(C)C)O)C)C=O 3,7-dihydroxy-17-(4-hydroxy-6-methylhept-5-en-2-yl)-4,4,13,14-tetramethyl-2,3,7,8,10,11,12,15,16,17-decahydro-1H-cyclopenta[a]phenanthrene-9-carbaldehyde